ethyl 8-fluoro-6-(5-fluoro-2-(((3S,4R)-3-hydroxytetrahydro-2H-pyran-4-yl)amino)pyrimidin-4-yl)-4-isopropylquinoline-3-carboxylate FC=1C=C(C=C2C(=C(C=NC12)C(=O)OCC)C(C)C)C1=NC(=NC=C1F)N[C@H]1[C@@H](COCC1)O